COC(CN1CCC(CC1)C(=O)N1CCN(CC1)C(C1=C(C=C(C=C1)NC(=O)C=1N(C(=CN1)C1=C(C(=C(C=C1)OC)F)F)C)Cl)=O)=O 2-[4-[4-[2-chloro-4-[[5-(2,3-difluoro-4-methoxy-phenyl)-1-methyl-imidazole-2-carbonyl]amino]benzoyl]piperazine-1-carbonyl]-1-piperidinyl]acetic acid methyl ester